(2R,4R)-5-(3'-Chlorobiphenyl-4-yl)-2-hydroxy-4-[(3H-[1,2,3]triazole-4-carbonyl)-amino]-pentanoic acid ethyl ester C(C)OC([C@@H](C[C@@H](CC1=CC=C(C=C1)C1=CC(=CC=C1)Cl)NC(=O)C=1NN=NC1)O)=O